COC1=C(C(=NC=C1C)CS(=O)N1C=NC2=C1C=CC(=C2)C(=O)[O-])C ((4-methoxy-3,5-dimethylpyridin-2-yl)methylsulfinyl)-1H-benzo[d]imidazole-5-carboxylate